N1(C=NC=C1)C1=C(C=C(C(=C1)N1C=NC=C1)C(=O)O)C(=O)O 4,6-bis-1H-imidazol-1-yl-1,3-benzenedicarboxylic acid